N[C@H](C=1OC2=C(N1)C=C(C=C2)[C@H](CO[Si](C)(C)C(C)(C)C)N2C(N[C@@H](C2)C(F)(F)F)=O)C2CCC(CC2)(F)F (S)-1-((R)-1-(2-((S)-amino(4,4-difluorocyclohexyl)methyl)benzo[d]-oxazol-5-yl)-2-((tert-butyldimethylsilyl)oxy)ethyl)-4-(trifluoromethyl)imidazolidin-2-one